Dihydronaphthaleneamide C1(CC=CC2=CC=CC=C12)C(=O)N